4-((2-cyclopropylpropane-2-yl)amino)-2-(((1r,4r)-4-hydroxycyclohexyl)amino)pyrimidine-5-carboxamide C1(CC1)C(C)(C)NC1=NC(=NC=C1C(=O)N)NC1CCC(CC1)O